C(C)N(C(=O)NC=1C=NC2=CC=CC=C2C1)CC 1,1-diethyl-3-quinolin-3-ylurea